N-(5-(Bicyclo[2.2.1]heptan-2-yloxy)-2-methoxyphenyl)-1-methyl-5-oxo-pyrrolidine-2-carboxamide C12C(CC(CC1)C2)OC=2C=CC(=C(C2)NC(=O)C2N(C(CC2)=O)C)OC